copper-lead-lithium borate B([O-])([O-])[O-].[Li+].[Pb+2].[Cu+2]